3-cyclohexyl-N-(2-(diethylamino)-4-((4-(trifluoromethyl)benzyl)amino)phenyl)propanamide C1(CCCCC1)CCC(=O)NC1=C(C=C(C=C1)NCC1=CC=C(C=C1)C(F)(F)F)N(CC)CC